NCCC1=CC=C(C=C1)C1=C(C=C(C#N)C=C1)OC=1N(N=C(C1)C1=CC(=CC=C1)F)C 4-[4-(2-aminoethyl)phenyl]-3-[5-(3-fluorophenyl)-2-methylpyrazol-3-yl]oxybenzonitrile